2-[5-(4,4,5,5-tetramethyl-1,3,2-dioxaborolan-2-yl)-2-thienyl]propan-2-ol CC1(OB(OC1(C)C)C1=CC=C(S1)C(C)(C)O)C